ethyl 2-(N-ethylsulfamoyl)thiazole-4-carboxylate C(C)NS(=O)(=O)C=1SC=C(N1)C(=O)OCC